CC1=C(NC2=C1C(N(C=C2)C)=O)C2=CC(=NC=C2)NC(C(C)C2=CC=C(C=C2)F)=O N-[4-(3,5-Dimethyl-4-oxo-4,5-dihydro-1H-pyrrolo[3,2-c]pyridin-2-yl)pyridin-2-yl]-2-(4-fluorophenyl)propanamid